5-Chloro-2-(pyridin-2-yl)pyridin-3-yl 3-deoxy-3-[4-(4-methylthiazol-2-yl)-1H-1,2,3-triazol-1-yl]-2-O-methyl-1-thio-α-D-galactopyranoside CC=1N=C(SC1)C=1N=NN(C1)[C@@H]1[C@H]([C@@H](SC=2C(=NC=C(C2)Cl)C2=NC=CC=C2)O[C@@H]([C@@H]1O)CO)OC